NC/C(/CN1N=CN(C1=O)C=1SC(=CN1)C1=CC(=CC=C1)C1=NN=NN1)=C\F 2-[(2E)-2-(aminomethyl)-3-fluoroprop-2-en-1-yl]-4-{5-[3-(1H-tetrazol-5-yl)phenyl]-1,3-thiazol-2-yl}-2,4-dihydro-3H-1,2,4-triazol-3-one